3-methylbenzene-1,2-diol CC1=C(C(=CC=C1)O)O